2-(2'-(4,5-Dimethyl-1H-imidazol-2-yl)-3,4'-bipyridine-5-carbonyl)-6-methyl-2,6-diazaspiro[3.4]octan-5-one CC=1N=C(NC1C)C1=NC=CC(=C1)C=1C=NC=C(C1)C(=O)N1CC2(C1)C(N(CC2)C)=O